ethyl 2-[1-(methylamino)cyclopropyl]pyrimidine-4-carboxylate hydrochloride Cl.CNC1(CC1)C1=NC=CC(=N1)C(=O)OCC